2',3',6',7'-tetrahydrospiro[cyclopropane-1,5'-inden] C=1CCC2=CC3(CCC12)CC3